1-fluoro-2-isopropyl-4-nitrobenzene FC1=C(C=C(C=C1)[N+](=O)[O-])C(C)C